S-biotinyl-homocysteine C(CCCC[C@@H]1SC[C@@H]2NC(=O)N[C@H]12)(=O)SCC[C@H](N)C(=O)O